ClC=1C=CC2=C([C@@H](C[C@H](O2)C(=O)NC23CC(C2)(C3)N3N=CC(=C3)N3CC(C3)OC(F)(F)F)O)C1 (2S,4R)-6-chloro-4-hydroxy-N-(3-{4-[3-(trifluoromethoxy)azetidin-1-yl]-1H-pyrazol-1-yl}bicyclo[1.1.1]pentan-1-yl)-3,4-dihydro-2H-1-benzopyran-2-carboxamide